[Si](C)(C)(C(C)(C)C)OCCC=1N=C(SC1C(=O)O)C1=CC2=C(S1)C(=CC(=C2)OC(C)C)C#N ((tert-butyldimethylsilyloxy)ethyl)-2-(7-cyano-5-isopropoxybenzo[b]thiophen-2-yl)thiazole-5-carboxylic acid